tert-butyl 6-(4-(4,4,5,5-tetramethyl-1,3,2-dioxaborolan-2-yl)phenyl)-2,6-diazaspiro[3.3]heptane-2-carboxylate CC1(OB(OC1(C)C)C1=CC=C(C=C1)N1CC2(CN(C2)C(=O)OC(C)(C)C)C1)C